FC1(CN(CCO1)C(=O)C1=CC2=C(C(N(CCO2)C[C@@H](CN2CC3=CC=CC=C3CC2)O)=O)C=C1)F 8-(2,2-difluoromorpholine-4-carbonyl)-4-[(2R)-3-(3,4-dihydro-1H-isoquinolin-2-yl)-2-hydroxy-propyl]-2,3-dihydro-1,4-benzoxazepine-5-one